C1(=CC=C(C=C1)C=1C(=C(NC1)C(F)(F)F)C(=O)OCC)C ethyl 4-(p-tolyl)-2-(trifluoromethyl)-1H-pyrrole-3-carboxylate